sodium osmium sulfate S(=O)(=O)([O-])[O-].[Os+4].[Na+]